N-(4-(1-(4-aminobenzyl)-1H-imidazol-2-yl)phenyl)quinoline-8-sulfonamide NC1=CC=C(CN2C(=NC=C2)C2=CC=C(C=C2)NS(=O)(=O)C=2C=CC=C3C=CC=NC23)C=C1